FC(C1CCN(C1)C(=O)[O-])(F)F 4-(trifluoromethyl)pyrrolidine-1-carboxylate